(S)-2-(1-(8-chloro-1,1-dihydroxy-2-(pyridin-4-yl)-2H-benzo[e][1,2]thiazin-3-yl)ethyl)isoindoline-1,3-dione ClC1=CC=CC=2C=C(N(S(C21)(O)O)C2=CC=NC=C2)[C@H](C)N2C(C1=CC=CC=C1C2=O)=O